C(C)(C)N1CCN(CC1)C1=CC=C(C=C1)C1=C(CCC2=CC(=CC=C12)OC)C1=CC=C(C=C1)O 4-(1-(4-(4-Isopropylpiperazin-1-yl)phenyl)-6-methoxy-3,4-dihydronaphthalen-2-yl)phenol